COC1=CC=C(C(=O)N/N=C/C2=CC=C(C=C2)OCC2=COC3=C(C2=O)C=CC=C3)C=C1 (E)-4-methoxy-N'-(4-((4-oxo-4H-benzopyran-3-yl)methoxy)benzylidene)benzoyl-hydrazine